1-(2-(2,6-dioxopiperidin-3-yl)-1,3-dioxoisoindolin-5-yl)azetidine-3-carbaldehyde O=C1NC(CCC1N1C(C2=CC=C(C=C2C1=O)N1CC(C1)C=O)=O)=O